3-(3,3-difluoroazetidin-1-yl)piperidine tert-butyl-N-(4-[3-[(3-chloro-2-methoxyphenyl)amino]-4-oxo-5H,6H,7H-pyrazolo[1,5-a]pyrazin-2-yl]pyridin-2-yl)carbamate C(C)(C)(C)OC(NC1=NC=CC(=C1)C1=NN2C(C(NCC2)=O)=C1NC1=C(C(=CC=C1)Cl)OC)=O.FC1(CN(C1)C1CNCCC1)F